2-((1r,4r)-4-methoxycyclohexylamino)-4-(methylsulfinyl)pyrimidine-5-carboxamide ethyl-2-[1-(3-bromophenyl)-3-oxocyclobutyl]acetate C(C)OC(CC1(CC(C1)=O)C1=CC(=CC=C1)Br)=O.COC1CCC(CC1)NC1=NC=C(C(=N1)S(=O)C)C(=O)N